benzyl 6,6-dimethyl-5-oxa-2,8-diazaspiro[3.5]nonane-8-carboxylate CC1(OC2(CNC2)CN(C1)C(=O)OCC1=CC=CC=C1)C